6-(bromomethyl)-5-fluorobenzofuran BrCC1=CC2=C(C=CO2)C=C1F